6-(3-fluoropyridin-2-yl)-6,7-diazaspiro[3.4]octane FC=1C(=NC=CC1)N1CC2(CCC2)CN1